5-([2,2'-bipyridyl]-4-yl)-N-((1r,2r)-2-acrylamidocyclopentyl)-4-oxo-4,5-dihydro-3H-1-thia-3,5,8-triazaacenaphthylene-2-carboxamide N1=C(C=C(C=C1)N1C(NC2=C(SC=3N=CC=C1C32)C(=O)N[C@H]3[C@@H](CCC3)NC(C=C)=O)=O)C3=NC=CC=C3